1-methyl-N-(5-(1-methyl-1H-benzo[d]imidazol-6-yl)thiazol-2-yl)piperidine-4-carboxamide CN1CCC(CC1)C(=O)NC=1SC(=CN1)C=1C=CC2=C(N(C=N2)C)C1